2-(Tert-butyl)-5-((4-(4-(trifluoromethyl)piperidin-1-yl)phenyl)amino)isoindolin-1-one tert-Butyl-5-methylhexahydropyrrolo[3,4-b]pyrrole-1(2H)-carboxylate C(C)(C)(C)OC(=O)N1C2C(CC1)CN(C2)C.C(C)(C)(C)N2C(C1=CC=C(C=C1C2)NC2=CC=C(C=C2)N2CCC(CC2)C(F)(F)F)=O